BrC1=C(C=C(C=C1)CO)COC1=C(C=CC(=C1)CO[Si](C)(C)C(C)(C)C)C (4-bromo-3-((5-((tert-butyl(dimethyl)silyl)oxymethyl)-2-methyl-phenoxy)methyl)phenyl)methanol